COC1=CC(=CN=N1)C=1C=CC2=C(C1)COC1=NC(=CC=C12)N(C1C[C@H]2COC[C@@H](C1)N2)C (1R,5S,7r)-N-[8-(6-methoxypyridazin-4-yl)-6H-isochromeno[3,4-b]pyridin-3-yl]-N-methyl-3-oxa-9-azabicyclo[3.3.1]nonan-7-amine